CC(CCN1N=CC(=C1C(F)(F)F)C(CC1=NC=CC=N1)=O)(C)O[Si](C)(C)C 1-(1-{3-methyl-3-[(trimethylsilyl)oxy]butyl}-5-(trifluoromethyl)-1H-pyrazol-4-yl)-2-(pyrimidin-2-yl)ethan-1-one